7-Chloro-9-(2-pyrimidinyl)-1,2,3,9-tetrahydrocarbazol-4-one ClC1=CC=C2C=3C(CCCC3N(C2=C1)C1=NC=CC=N1)=O